N-(5-chloro-4-(5,5-dimethyl-5,6-dihydro-4H-pyrrolo[1,2-b]pyrazol-3-yl)pyridin-2-yl)-1-((2-(2,6-dioxopiperidin-3-yl)-1-oxoisoindolin-5-yl)methyl)piperidine-4-carboxamide ClC=1C(=CC(=NC1)NC(=O)C1CCN(CC1)CC=1C=C2CN(C(C2=CC1)=O)C1C(NC(CC1)=O)=O)C1=C2N(N=C1)CC(C2)(C)C